C(C)C1=C(C=NC2=CC=CC=C12)C(=O)OCC ethyl 4-ethyl-quinoline-3-carboxylate